(4-fluorophenyl)-6-fluoro-quinoline-4-carboxylic acid FC1=CC=C(C=C1)C1=NC2=CC=C(C=C2C(=C1)C(=O)O)F